C(=C)C1=CC=C2C=3C=CC(=CC3C=CC2=C1)OB(O)O (7-vinylphenanthr-2-yl)boric acid